di-isopentanoyl peroxide C(CC(C)C)(=O)OOC(CC(C)C)=O